(2-carboxyethyl)-2-methylpropionamidine C(=O)(O)CCC(C(=N)N)(C)C